ClC=1N=C(C2=C(N1)N(C=C2)COCC[Si](C)(C)C)OCC2=CC=C(C=C2)C=2N(C=C(N2)C(F)(F)F)C2CC2 2-[[2-chloro-4-[[4-[1-cyclopropyl-4-(trifluoromethyl)imidazol-2-yl]phenyl]methoxy]pyrrolo[2,3-d]pyrimidin-7-yl]methoxy]ethyl-trimethyl-silane